FC=1C(=NC(=NC1OC1CCC(CC1)C(F)(F)F)C)C1=NN(C2=C1N(C(C=C2)=O)C)C(C2=CC=CC=C2)(C2=CC=CC=C2)C2=CC=CC=C2 3-(5-fluoro-2-methyl-6-{[(1r,4r)-4-(trifluoromethyl)-cyclohexyl]oxy}pyrimidin-4-yl)-4-methyl-1-(triphenylmethyl)-1H,4H,5H-pyrazolo[4,3-b]pyridin-5-one